tert-butyl 6-bromo-2-(2-cyano-2-((diphenylmethylene)amino)ethyl)-1H-indole-1-carboxylate BrC1=CC=C2C=C(N(C2=C1)C(=O)OC(C)(C)C)CC(N=C(C1=CC=CC=C1)C1=CC=CC=C1)C#N